NC([C@H](C[C@H]1C(NCCC1)=O)NC([C@H](CC1CC1)N1C(=CC2=CC=C(C=C12)C#N)C(=O)N)=O)=O ((S)-2-[[(1S)-2-amino-2-oxo-1-[[(3S)-2-oxo-3-piperidyl]methyl]ethyl]amino]-1-(cyclopropylmethyl)-2-oxo-ethyl)-6-cyano-1H-indole-2-carboxamide